C1(=CC=C(C=C1)C1=NC2=CC=CC=C2C(=N1)NCCN(C)C)C1=CC=CC=C1 N'-(2-Biphenyl-4-yl-quinazolin-4-yl)-N,N-dimethyl-ethane-1,2-diamine